N-(2-((tert-butyldimethylsilyl)oxy)ethyl)-1-(prop-2-yn-1-yl)piperidine-4-carboxamide [Si](C)(C)(C(C)(C)C)OCCNC(=O)C1CCN(CC1)CC#C